3-bromo-1-(tetrahydro-2H-pyran-2-yl)-1H-indazole-6-carboxylic acid methyl ester COC(=O)C1=CC=C2C(=NN(C2=C1)C1OCCCC1)Br